ClCCCCN1N=CC=C(C1=O)C=1C=NC=CC1 2-(4-chlorobutyl)-4-(pyridin-3-yl)-2,3-dihydropyridazin-3-one